N-(2-chloro-6-methylphenyl)-2-((6-((3-(2,4-dioxotetrahydropyrimidin-1(2H)-yl)benzyl)amino)-2-methylpyrimidin-4-yl)amino)thiazole-5-carboxamide ClC1=C(C(=CC=C1)C)NC(=O)C1=CN=C(S1)NC1=NC(=NC(=C1)NCC1=CC(=CC=C1)N1C(NC(CC1)=O)=O)C